methyl (R)-3-(4-(2-amino-2-oxoethyl)phenyl)-2-methylpropenoate NC(CC1=CC=C(C=C1)C=C(C(=O)OC)C)=O